C(C)(=O)OC1=CC2=CC(=CC=C2C=C1)OC(C)=O Naphthalene-2,7-diyl diacetate